Cl.ClC=1C2=CN(N=C2C=CC1C1=CNC2=NC(=CN=C21)N2C1CC(CC2CC1)N)CC1=NC(=NO1)C endo-8-(7-{4-chloro-2-[(3-methyl-1,2,4-oxadiazol-5-yl)methyl]-2H-indazol-5-yl}-5H-pyrrolo[2,3-b]pyrazin-3-yl)-8-azabicyclo[3.2.1]octan-3-amine, hydrochloride salt